8-((4-((3-(difluoromethoxy)-4-methylphenyl)((tetrahydrofuran-3-yl)methyl)amino)cyclohexyl)(methyl)amino)-5-methyl-6-oxo-5,6-dihydro-1,5-naphthyridine-2-carbonitrile FC(OC=1C=C(C=CC1C)N(C1CCC(CC1)N(C1=CC(N(C=2C=CC(=NC12)C#N)C)=O)C)CC1COCC1)F